3-Cyclohexylaminobutan C1(CCCCC1)NC(CC)C